1-(3-(aminomethyl)phenyl)-N-(3-((3-aminophenyl)(cyclopropyl-methoxy)methyl)phenyl)-3-(trifluoromethyl)-1H-pyrazole-5-carboxamide NCC=1C=C(C=CC1)N1N=C(C=C1C(=O)NC1=CC(=CC=C1)C(OCC1CC1)C1=CC(=CC=C1)N)C(F)(F)F